N-(3-(1H-1,2,4-triazol-1-yl)propyl)-3,5-dibromo-4-nitroaniline N1(N=CN=C1)CCCNC1=CC(=C(C(=C1)Br)[N+](=O)[O-])Br